ClC=1C=CC(=C(C1)C1=CC(=C(N=N1)OCC1OC(OC1)=O)NC1=CC(=NC=C1)NC(CCN1CCN(CC1)C)=O)F N-(4-{[6-(5-chloro-2-fluoro-phenyl)-3-[(2-oxo-1,3-dioxolan-4-yl)methoxy]pyridazin-4-yl]amino}pyridin-2-yl)-3-(4-methylpiperazin-1-yl)propan-amide